C1(CC2C(CC1)O2)CC[Si](O[Si](C)(C)C)(O[Si](C)(C)C)C 3-[2-(3,4-epoxycyclohexyl)ethyl]-heptamethyltrisiloxane